ClC1=NC=C(C(=C1[2H])C1=NC=2C=CC3=C(C2C=C1)C1=C(S3)C(N[C@@H](CN1)C)=O)C([2H])([2H])[2H] (R)-3-(2-chloro-5-(methyl-d3)pyridin-4-yl-3-d)-10-methyl-9,10,11,12-tetrahydro-8H-[1,4]diazepino[5',6':4,5]thieno[3,2-f]quinolin-8-one